5-(cyclohexylmethyl)pyridine C1(CCCCC1)CC=1C=CC=NC1